tert-Butyl 2-(((1r,4r)-4-((tert-butoxycarbonylamino)methyl)cyclohexyl)methanyl)acetate C(C)(C)(C)OC(=O)NCC1CCC(CC1)CCC(=O)OC(C)(C)C